CS(=O)(=O)N1CCC2=CC=CC(=C12)NC1=NC=CC(=N1)N N-(1-(methylsulfonyl)indolin-7-yl)pyrimidine-2,4-diamine